N-((2S,3R)-3-(Tert-butoxy)-1-oxo-1-((4-(((S)-2-oxo-4-(trifluoromethyl)imidazolidin-1-yl)methyl)pyridin-2-yl)amino)butan-2-yl)-3-isopropylisoxazole-4-carboxamide C(C)(C)(C)O[C@@H]([C@@H](C(NC1=NC=CC(=C1)CN1C(N[C@@H](C1)C(F)(F)F)=O)=O)NC(=O)C=1C(=NOC1)C(C)C)C